ClC1=C(C=CC=C1)C=1N=C(SC1)C=1C(=NC=C(C1)N1CCN(CC1)C([C@H]1N(CCC1)C)=O)C(=O)N (4-(2-chlorophenyl)thiazol-2-yl)-5-(4-(methylprolinyl)piperazin-1-yl)picolinamide